F[C@H]1[C@@H]2CCC[C@H](C[C@H]1OC1=CC=C(N=N1)C1=C(C=C(C=C1)C1=CN=C(S1)C)O)N2 2-(6-(((1S,2S,3R,5R)-2-fluoro-9-azabicyclo[3.3.1]non-3-yl)oxy)pyridazin-3-yl)-5-(2-methylthiazol-5-yl)phenol